5-(7-{6-[(exo)-8-azabicyclo[3.2.1]octan-3-yl(methyl)amino]pyridazin-3-yl}-1H-indazol-4-yl)-1-methylpyridin-2-one C12CC(CC(CC1)N2)N(C2=CC=C(N=N2)C=2C=CC(=C1C=NNC21)C=2C=CC(N(C2)C)=O)C